2-(1,4-dioxan-2-yl)-3-(3-methoxyphenyl)-3-phenylindoline O1C(COCC1)C1NC2=CC=CC=C2C1(C1=CC=CC=C1)C1=CC(=CC=C1)OC